C=C1CC2N(C(C3=C(N(C2)C(=O)[O-])C=CC=C3)=O)C1 2-methylene-5-oxo-2,3,11,11a-tetrahydro-1H-benzo[e]pyrrolo[1,2-a][1,4]diazepine-10(5H)-carboxylate